ClC1=C(C=C(OCC(=O)N[C@@H]2CN[C@H](CC2)C=2OC(=NN2)OCCOC(F)F)C=C1)F 2-(4-chloro-3-fluorophenoxy)-N-[(3s,6r)-6-{5-[2-(difluoromethoxy)ethoxy]-1,3,4-oxadiazol-2-yl}piperidin-3-yl]acetamide